1-((2-(Azetidin-1-yl)pyrimidin-5-yl)methyl)-N-((trans)-3-(3-chlorophenyl)-3-fluorocyclobutyl)-1H-pyrazole-4-carboxamide N1(CCC1)C1=NC=C(C=N1)CN1N=CC(=C1)C(=O)NC1CC(C1)(F)C1=CC(=CC=C1)Cl